4-(((6-(piperidin-4-yl)pyridin-2-yl)oxy)methyl)benzofuran-7-carbonitrile hydrochloride Cl.N1CCC(CC1)C1=CC=CC(=N1)OCC1=CC=C(C2=C1C=CO2)C#N